C(C)(C)OC(=O)N1CC2(C1)CCC2 2-azaspiro[3.3]heptane-2-carboxylic acid isopropyl ester